ethyl 2-(4-chloro-6-(4-(1-cyclopropylpiperidin-4-yl)phenyl)-7-methoxy-2H-indazol-2-yl)-2-((R)-6-fluoro-6,7-dihydro-5H-pyrrolo[1,2-c]imidazol-1-yl)acetate ClC=1C2=CN(N=C2C(=C(C1)C1=CC=C(C=C1)C1CCN(CC1)C1CC1)OC)C(C(=O)OCC)C1=C2N(C=N1)C[C@@H](C2)F